1-Benzyl-N-(2-ethyl-4-methyl-5-oxo-5,6,7,8-tetrahydro-4H-pyrazolo[1,5-a][1,3]diazepin-6-yl)-1H-1,2,4-triazol-3-carboxamid C(C1=CC=CC=C1)N1N=C(N=C1)C(=O)NC1C(N(C=2N(CC1)N=C(C2)CC)C)=O